NCCN1N=C(C=C1)C=1C(=C2C(=NC1)NC=C2)NC2CC(C2)NS(=O)(=O)C2=CC(=CC=C2)C#N N-((1s,3s)-3-((5-(1-(2-aminoethyl)-1H-pyrazol-3-yl)-1H-pyrrolo[2,3-b]pyridin-4-yl)amino)cyclobutyl)-3-cyanobenzenesulfonamide